NCC1=C(C=CC=C1)N1N=NC(=C1)C(C)(C)O 2-{1-[2-(aminomethyl)phenyl]-1,2,3-triazol-4-yl}propan-2-ol